4-(1-(4-((cyclopropylamino)methyl)-2-(trifluoromethyl)phenyl)-1H-imidazol-4-yl)-N-(1-(methylsulfonyl)piperidin-4-yl)-5-(trifluoromethyl)pyrimidin-2-amine C1(CC1)NCC1=CC(=C(C=C1)N1C=NC(=C1)C1=NC(=NC=C1C(F)(F)F)NC1CCN(CC1)S(=O)(=O)C)C(F)(F)F